ClC=1C(=NC=C(C1)Cl)CC(C)=O 1-(3,5-dichloro-2-pyridinyl)propan-2-one